CCCCCCCCCCCCCCCCC(=O)O[C@H](COC(=O)CCCCC/C=C\C/C=C\C/C=C\C/C=C\CCCCC)COP(=O)([O-])OCC[N+](C)(C)C 1-(7Z,10Z,13Z,16Z-docosatetraenoyl)-2-heptadecanoyl-glycero-3-phosphocholine